1-((2-(2,6-Dioxopiperidin-3-yl)-1,3-Dioxoisoindolin-4-yl)amino)-2-oxo-6,9,12,15-tetraoxa-3-azaheptadecane-17-oic acid tert-butyl ester C(C)(C)(C)OC(COCCOCCOCCOCCNC(CNC1=C2C(N(C(C2=CC=C1)=O)C1C(NC(CC1)=O)=O)=O)=O)=O